(furan-3-yl)-6-(((4-methoxybenzyl)oxy)methoxy)-2-(pyridin-3-yl)-1H-inden-1-one O1C=C(C=C1)C1=C(C(C2=CC(=CC=C12)OCOCC1=CC=C(C=C1)OC)=O)C=1C=NC=CC1